tert-butyl 4-amino-5-methyl-1H-benzo[d][1,2,3]triazole-1-carboxylate NC1=C(C=CC=2N(N=NC21)C(=O)OC(C)(C)C)C